O=C1C=CC2=C(N=C(N=C2)N[C@@H](C)C2=CC=C(C=C2)C2(COCC2)N2CCN(CC2)C(=O)OC2=CC=CC=C2)N1C(C)C Phenyl 4-(3-{4-[(1S)-1-{[7-oxo-8-(propan-2-yl)-7,8-dihydropyrido[2,3-d]pyrimidin-2-yl]amino}ethyl]phenyl} tetrahydrofuran-3-yl)piperazine-1-carboxylate